CN1C=C(C2=CC=CC=C12)C=1C(NC(C1C1=CN(C2=CC=CC=C12)C)=O)=O 3,4-bis(1-methylindol-3-yl)-1H-pyrrole-2,5-dione